C(C)(C)(C)OC(=O)N1CCC2(CC(OC2=O)CCO)CC1 3-(2-hydroxyethyl)-1-oxo-2-oxa-8-azaspiro[4.5]decane-8-carboxylic acid tert-butyl ester